OC(CC(=O)O)(C)C β-Hydroxy-β-Methylbutanoic acid